1-benzyl 2-methyl 3-methylpyrrolidine-1,2-dicarboxylate CC1C(N(CC1)C(=O)OCC1=CC=CC=C1)C(=O)OC